1,3-diethyl 2-(5,6-dimethoxypyridin-2-yl)propanedioate COC=1C=CC(=NC1OC)C(C(=O)OCC)C(=O)OCC